ethyl N-acetyl-S-(2-(4-methylcyclohex-3-en-1-yl)propan-2-yl)cysteinate C(C)(=O)N[C@@H](CSC(C)(C)C1CC=C(CC1)C)C(=O)OCC